BrC1=CC=C(OCC2OC(COC2)COCC2CC2)C=C1 2-((4-bromophenoxy)methyl)-6-((cyclopropylmethoxy)methyl)-1,4-dioxan